C1(CC1)OC1=CC=CC2=C1N=C(S2)N2[C@@H]1C[C@H]([C@H](C2)C1)OCC1=C(C=NN1C1=C(C=CC=C1Cl)Cl)C1CC1 4-Cyclopropoxy-2-[(1S,4S,5R)-5-{[4-cyclopropyl-1-(2,6-dichlorophenyl)-1H-pyrazol-5-yl]-methoxy}-2-azabicyclo[2.2.1]heptan-2-yl]-1,3-benzothiazol